BrC=1C(=C(OCC(CC2CCNCC2)C)C=CC1)C 4-[3-(3-bromo-2-methyl-phenoxy)-2-methyl-propyl]piperidine